(2S)-2-(4,4-difluoro-3-(5-(hydroxymethyl)-6-methoxypyridin-3-yl)piperidin-1-yl)-N-((R)-5-(3,5-difluorophenyl)-6,7-dihydro-5H-pyrrolo[1,2-a]imidazol-2-yl)propanamide FC1(C(CN(CC1)[C@H](C(=O)NC=1N=C2N(C1)[C@H](CC2)C2=CC(=CC(=C2)F)F)C)C=2C=NC(=C(C2)CO)OC)F